C(C(C)C)C1=C(N=C(S1)NC(C)=O)C1=CC(=C(C=C1)C(F)(F)F)OCCOC N-(5-isobutyl-4-(3-(2-methoxyethoxy)-4-(trifluoromethyl)phenyl)thiazol-2-yl)acetamide